C(C)(=O)C=1N(C(C(=CC1C(=O)OC)C1CCNCC1)=O)C methyl 2-acetyl-1-methyl-6-oxo-5-(4-piperidyl)pyridine-3-carboxylate